(S,E)-4-(2-(1-Ethyl-3-(trifluoromethyl)-1H-pyrazol-4-yl)phenyl)-6-(4-methoxybut-2-enoyl)-4,5,6,7-tetrahydrothieno[2,3-c]pyridine-2-carbonitrile C(C)N1N=C(C(=C1)C1=C(C=CC=C1)[C@H]1C2=C(CN(C1)C(\C=C\COC)=O)SC(=C2)C#N)C(F)(F)F